BrC=1C=C2C=CN(C(C2=CC1F)=O)CCCBr 6-bromo-2-(3-bromopropyl)-7-fluoro-isoquinolin-1-one